C1(=CC=CC=C1)CC=C phenylprop-2-en